(R)-N-(5-benzyl-4-cyclobutyl-1-(2-hydroxyethyl)-1H-pyrazol-3-yl)-2-(2,2,3,3-tetrafluorocyclobutyl)acetamide C(C1=CC=CC=C1)C1=C(C(=NN1CCO)NC(C[C@H]1C(C(C1)(F)F)(F)F)=O)C1CCC1